[6-[2-(2,2-dimethylpropyl)triazol-4-yl]-5-fluoro-3-pyridyl]-[4-(5-methyloxazolo[4,5-b]pyridin-2-yl)piperazin-1-yl]methanone CC(CN1N=CC(=N1)C1=C(C=C(C=N1)C(=O)N1CCN(CC1)C=1OC=2C(=NC(=CC2)C)N1)F)(C)C